5-(4-chlorobenzyl)-3-((isoquinoline-1-carboxamido)methyl)-4,5-dihydroisoxazole ClC1=CC=C(CC2CC(=NO2)CNC(=O)C2=NC=CC3=CC=CC=C23)C=C1